C(C)(=O)O.Br[Na] bromosodium acetate